nerat C(\C=C(\C)/CCC=C(C)C)(=O)[O-]